(S)-2-((S)-4,4-difluoro-3-(5-(morpholino-methyl)-6-oxo-1,6-dihydropyridin-3-yl)piperidin-1-yl)-N-(5-(2,4-difluorophenoxy)pyrazin-2-yl)propanamide FC1([C@H](CN(CC1)[C@H](C(=O)NC1=NC=C(N=C1)OC1=C(C=C(C=C1)F)F)C)C1=CNC(C(=C1)CN1CCOCC1)=O)F